2-(difluoromethyl)morpholinium hydrochloride Cl.FC(C1C[NH2+]CCO1)F